tert-Butyl 3-(methoxy(methyl)carbamoyl)-1H-pyrazole-1-carboxylate CON(C(=O)C1=NN(C=C1)C(=O)OC(C)(C)C)C